2-(2,5,8,11-tetraoxadodecyl) ethylene oxide C(OCCOCCOCCOC)C1CO1